[S-]C#N.CC1=CC=C(C=C1)[P+](C1=CC=CC=C1)(C1=CC=CC=C1)C1=CC=CC=C1 (4-methylphenyl)triphenyl-phosphonium thiocyanate